N-[3-[2-(difluoromethoxy)-5-[3-[[[2-(dimethylamino)-2-oxo-ethyl]amino]methyl]phenoxy]phenyl]-1-methyl-pyrazol-4-yl]pyrazolo[1,5-a]pyrimidine-3-carboxamide FC(OC1=C(C=C(C=C1)OC1=CC(=CC=C1)CNCC(=O)N(C)C)C1=NN(C=C1NC(=O)C=1C=NN2C1N=CC=C2)C)F